4-amino-2,5-xylenol NC=1C=C(C(=CC1C)O)C